5-octenoic acid C(CCCC=CCC)(=O)O